Chloropentanimine cobalt(III) chloride [Co](Cl)(Cl)Cl.ClC(CCCC)=N